3-(benzyloxy)-4-oxo-6H,7H,9H-pyrimido[2,1-c][1,4]oxazine-2-carboxylic acid C(C1=CC=CC=C1)OC1=C(N=C2COCCN2C1=O)C(=O)O